1-(7-fluorobenzofuran-5-yl)propan-2-one FC1=CC(=CC=2C=COC21)CC(C)=O